CC1=C(C(=O)NC2CS(C2)=O)C=CC=C1 2-methyl-N-(cis-1-Oxo-3-thietanyl)benzamide